C(C)C=1C(=NC(=NC1C1=CC=CC=C1)C1=CC=CC=C1)C1=CC=CC=C1 5-ethyl-2,4,6-triphenyl-pyrimidine